Br.N1=NC=NC=C1 1,2,4-Triazine hydrobromide